phenyl bis(dodecyl) phosphate P(=O)(OC1=CC=CC=C1)(OCCCCCCCCCCCC)OCCCCCCCCCCCC